hydrazinecarbothioate N(N)C([O-])=S